(5-ethyl-8-(p-tolyl)-1,3,4,5-tetrahydro-2H-pyrido[4,3-b]indol-2-yl)(phenyl)methanone C(C)N1C2=C(C=3C=C(C=CC13)C1=CC=C(C=C1)C)CN(CC2)C(=O)C2=CC=CC=C2